5,6-dihydropyrimido[4,5-e]indolizine-7-carboxylate N1=CN=CC2=C1N1C=CC(=C1CC2)C(=O)[O-]